NC=1C=2N(C=CN1)C(=NC2C2=CC1=C(S2)C(=CC(=C1)C)OC)C1CN(CC1)C(=O)C(C#N)=CCN(C)C 2-(3-(8-amino-1-(7-methoxy-5-methylbenzo[b]thiophen-2-yl)imidazo[1,5-a]pyrazin-3-yl)pyrrolidine-1-carbonyl)-4-(dimethylamino)but-2-enenitrile